O1C2=C(OCC1)C=C(C=C2)C(CCC(=O)N[C@@H](CC2=CC=C(C=C2)NS(O)(=O)=O)C=2SC=C(N2)CC)=O (S)-4-{2-[4-(2,3-dihydrobenzo[b][1,4]dioxin-6-yl)-4-oxobutanamido]-2-(4-ethylthiazol-2-yl)ethyl}phenylsulfamic acid